FC1=CC=C(C(=O)NC2=CC=C(C=C2)CC[C@H]2NCCC2)C=C1 |r| (RS)-4-Fluoro-N-[4-(2-pyrrolidin-2-yl-ethyl)-phenyl]-benzamid